C(C)(=O)OC1=C2C(=CNC2=CC(=C1)CC=C(C)C)CCN(C)C 3-[2-(dimethylamino)ethyl]-6-(3-methyl-2-butenyl)-1H-indol-4-yl acetate